5-chloro-N-[2,4-difluoro-3-[1-(1,2-oxazol-5-yl)imidazo[1,5-a]pyridin-6-yl]phenyl]-2-methylpyridine-3-sulfonamide ClC=1C=C(C(=NC1)C)S(=O)(=O)NC1=C(C(=C(C=C1)F)C=1C=CC=2N(C1)C=NC2C2=CC=NO2)F